C(#N)C1=CC(=C(C=C1)NS(=O)(=O)C1=CNC=C1CC1=C(C=CC=C1)OC)F N-(4-cyano-2-fluoro-phenyl)-4-[(2-methoxyphenyl)methyl]-1H-pyrrole-3-sulfonamide